N-(1-naphthyl)-6-(4-prop-2-enoylpiperazin-1-yl)-2-(3-pyridyl)pyrimidine-4-carboxamide C1(=CC=CC2=CC=CC=C12)NC(=O)C1=NC(=NC(=C1)N1CCN(CC1)C(C=C)=O)C=1C=NC=CC1